C=CC(CC)C1(CCC(CC1)(N)C(C=C)CC)N bis(1-penten-3-yl)-1,4-cyclohexanediamine